di(pyridin-2-yl)methanol tert-butyl-6-(3-methyl-6-(1,3,4-thiadiazol-2-yl)pyrazin-2-yl)-2,6-diazaspiro[3.4]octane-2-carboxylate C(C)(C)(C)C1N(CC12CN(CC2)C2=NC(=CN=C2C)C=2SC=NN2)C(=O)OC(C2=NC=CC=C2)C2=NC=CC=C2